C1(CC1)C1=CC(=NC2=CC=C3C(=C12)C=NN3)C=3C=NNC3 9-Cyclopropyl-7-(1H-pyrazol-4-yl)-3H-pyrazolo[4,3-f]quinoline